C(O[C@H]1C[C@H](CC1)C1=NN(C(=C1)NC1=CC(=NC=C1)OCCC([C@H](C)N)F)C(C)(C)C)(OC1=CC=C(C=C1)[N+](=O)[O-])=O (1R,3S)-3-(5-((2-(((4S)-4-amino-3-fluoropentyl)oxy)pyridin-4-yl)amino)-1-(tert-butyl)-1H-pyrazol-3-yl)cyclopentyl (4-nitrophenyl) carbonate